NC=1C=C(OC2=CC(=CC(=C2)C#CC2=CC=CC=C2)OC2=CC(=CC=C2)N)C=CC1 1,3-bis(3-aminophenoxy)-5-(2-phenylethynyl)benzene